C1CN(CCC12CCNCC2)CC=2C=C(C=CC2)NN2C(CCCC2=O)=O (3-((3,9-diazaspiro[5.5]undecan-3-yl)methyl)phenyl)aminopiperidine-2,6-dione